FC=1C=C2C(=C(NC2=C(C1)F)C1=CC=C(C=C1)F)C1CC(C1)CN (3-(5,7-difluoro-2-(4-fluorophenyl)-1H-indol-3-yl)cyclobutyl)methanamine